3-(4-bromoindazol-2-yl)propan-1-amine BrC=1C2=CN(N=C2C=CC1)CCCN